C(CCCCC)N(C(CCCCN(CCCCN(CCCCCCC(C(=O)[O-])(CCCCCCCC)CCCCCC)CCCCCCC(C(=O)[O-])(CCCCCCCC)CCCCCC)C)=O)CCCCCC ((4-((5-(dihexylamino)-5-oxopentyl)(methyl)amino)butyl)azanediyl)bis(hexane-6,1-diyl)bis(2-hexyldecanoate)